2-(((5-(diheptylamino)-5-oxopentanoyl)oxy)methyl)-2-(3-(piperidin-1-yl)propanamido)propane-1,3-diyl bis(5-(diheptylamino)-5-oxopentanoate) C(CCCCCC)N(C(CCCC(=O)OCC(COC(CCCC(=O)N(CCCCCCC)CCCCCCC)=O)(NC(CCN1CCCCC1)=O)COC(CCCC(=O)N(CCCCCCC)CCCCCCC)=O)=O)CCCCCCC